NC1=C2C=NC=NC2=C(C=C1C1=CC=C(C=C1)OC1=CC=CC=C1)C=1C=C(C=CC1)NC(C=C)=O N-(3-(5-amino-6-(4-phenoxyphenyl)quinazolin-8-yl)phenyl)acrylamide